methyl (1R,3S)-3-((E)-(hydroxyimino)methyl)cyclohexane-1-carboxylate O\N=C\[C@@H]1C[C@@H](CCC1)C(=O)OC